2-(2,5-dichloro-benzyl)-4,4-dimethyl-1,2-oxazolidin-3-one ClC1=C(CN2OCC(C2=O)(C)C)C=C(C=C1)Cl